7-(1-(Adamantan-1-ylmethyl)-5-methyl-1H-pyrazol-4-yl)-4-(6-(benzo[d]thiazol-2-ylamino)pyridazin-3-yl)-3,3-dimethyl-3,4-dihydro-2H-benzo[b][1,4]oxazine-8-carboxylic acid C12(CC3CC(CC(C1)C3)C2)CN2N=CC(=C2C)C=2C=CC3=C(OCC(N3C=3N=NC(=CC3)NC=3SC1=C(N3)C=CC=C1)(C)C)C2C(=O)O